(3-{4-[(5-chloropyrimidin-2-yl)oxy]-3-fluorophenyl}phenyl)acetic acid ClC=1C=NC(=NC1)OC1=C(C=C(C=C1)C=1C=C(C=CC1)CC(=O)O)F